C[C@@H]1NCCOC2=C1C=CC(=C2)C(=O)OCC ethyl (S)-5-methyl-2,3,4,5-tetrahydrobenzo[f][1,4]oxazepine-8-carboxylate